(2S,4R)-1-(2-(4-amino-6-methyl-9H-pyrimido[4,5-b]indol-9-yl)acetyl)-N-(3-chloro-2-fluorophenylmethyl)-4-fluoropyrrolidine-2-carboxamide NC1=NC=NC=2N(C3=CC=C(C=C3C21)C)CC(=O)N2[C@@H](C[C@H](C2)F)C(=O)NCC2=C(C(=CC=C2)Cl)F